FC1=C(C=CC=C1)N1CCN(CC1)C=1C=NC2=CC(=CC(=C2N1)C(C)NC1=C(C(=O)O)C=CC=C1)C 2-((1-(3-(4-(2-fluorophenyl)piperazin-1-yl)-7-methylquinoxalin-5-yl)ethyl)amino)benzoic acid